N2-(((9H-fluoren-9-yl)methoxy)carbonyl)-N5-(((3aR,4R,6S,6aS)-6-(2-amino-2-oxoethyl)-2,2-dimethyltetrahydrofuro[3,4-d][1,3]dioxol-4-yl)methyl)-L-glutamine C1=CC=CC=2C3=CC=CC=C3C(C12)COC(=O)N[C@@H](CCC(NC[C@H]1O[C@H]([C@@H]2OC(O[C@@H]21)(C)C)CC(=O)N)=O)C(=O)O